(S)-N-(chroman-4-yl)-4-(dimethylamino)-2-methyl-1H-pyrrolo[2,3-b]pyridine-5-carboxamide O1CC[C@@H](C2=CC=CC=C12)NC(=O)C=1C(=C2C(=NC1)NC(=C2)C)N(C)C